propiolamid C(C#C)(=O)N